N-(5-bromo-3-chloro-2-nitrophenyl)-5-(difluoromethyl)-1,3,4-thiadiazol-2-amine BrC=1C=C(C(=C(C1)NC=1SC(=NN1)C(F)F)[N+](=O)[O-])Cl